N-{4,6-dibromo-3-[(2-chloro-5-fluorophenyl)(hydroxy)methyl]-2-naphthyl}-4-methylbenzenesulfonamide BrC1=C(C(=CC2=CC=C(C=C12)Br)NS(=O)(=O)C1=CC=C(C=C1)C)C(O)C1=C(C=CC(=C1)F)Cl